O1C(CCCC1)N1N=C(C=C1OB(O)O)C(F)(F)F [1-(tetrahydropyran-2-yl)-3-(trifluoromethyl)-1H-pyrazol-5-yl]Boric acid